ClC1=CC(=C2CCCN(C2=C1)C)C(=C)C 7-chloro-1-methyl-5-(prop-1-en-2-yl)-3,4-dihydroquinolin